9,9',9'',9'''-(5-cyano-6-(2,6-dimethylpyridin-4-yl)benzene-1,2,3,4-tetrayl)tetrakis(9H-carbazole-3-carbonitrile) C(#N)C=1C(=C(C(=C(C1C1=CC(=NC(=C1)C)C)N1C2=CC=CC=C2C=2C=C(C=CC12)C#N)N1C2=CC=CC=C2C=2C=C(C=CC12)C#N)N1C2=CC=CC=C2C=2C=C(C=CC12)C#N)N1C2=CC=CC=C2C=2C=C(C=CC12)C#N